7-(4-cyclopropyl-1H-imidazol-1-yl)-2-(6-(4-isopropyl-4H-1,2,4-triazol-3-yl)pyridin-2-yl)-3,4-dihydroisoquinolin-1(2H)-one C1(CC1)C=1N=CN(C1)C1=CC=C2CCN(C(C2=C1)=O)C1=NC(=CC=C1)C1=NN=CN1C(C)C